N-(chlorocarbonyl)amine ClC(=O)N